C(C)(C)(C)OC(NC=1C=NC(=C(C1)Cl)C(C)OC)=O (5-chloro-6-(1-methoxyethyl)pyridin-3-yl)carbamic acid tert-butyl ester